C(C)(C)(C)C1=C(C(=C2CC(C(C2=C1)=O)CC)C1=CC(=CC(=C1)C)C)OC 6-tert-Butyl-2-ethyl-5-methoxy-4-(3,5-dimethylphenyl)-indan-1-one